racemic-3-(1-{2,6-Difluoro-4-[1-(3-fluoro-propyl)-azetidin-3-yloxy]-phenyl}-6-fluoro-3-methyl-1,3,4,9-tetrahydro-beta-carbolin-2-yl)-2-fluoro-2-methyl-propan-1-ol FC1=C(C(=CC(=C1)OC1CN(C1)CCCF)F)C1N(C(CC=2C3=CC(=CC=C3NC12)F)C)CC(CO)(C)F